2-chloro-4-(1-cyclohexyl-1H-1,2,3-triazol-4-yl)-5-fluoropyrimidine ClC1=NC=C(C(=N1)C=1N=NN(C1)C1CCCCC1)F